OCC(C)(C)NC(=O)C=1SC=CN1 N-(1-hydroxy-2-methylpropan-2-yl)thiazole-2-carboxamide